C(C(=C)C)(=O)O.C(C(=C)C)(=O)O.C(CCCCO)O.C(CCCCO)O di(1,5-pentanediol) dimethacrylate